calcium beryllium fluoride [F-].[Be+2].[Ca+2].[F-].[F-].[F-]